8-bromo-1-Octene BrCCCCCCC=C